CN(S(=O)(=O)NC(=O)C=1N=C(OC1)NC1=C(C=CC(=C1)C(F)(F)F)C)C N-(N,N-dimethylsulfamoyl)-2-((2-methyl-5-(trifluoromethyl)phenyl)amino)oxazole-4-carboxamide